ethyl 2-(4-(tert-butoxycarbonyl)cyclohex-1-en-1-yl)oxazole-4-carboxylate C(C)(C)(C)OC(=O)C1CC=C(CC1)C=1OC=C(N1)C(=O)OCC